3-chloro-5-((4-chlorophenylimino)meth-yl)phenyl nicotinate C(C1=CN=CC=C1)(=O)OC1=CC(=CC(=C1)C=NC1=CC=C(C=C1)Cl)Cl